CC1=NN=C(O1)N1C(C=2N(CC1)C=CC2)=O (5-methyl-1,3,4-oxadiazol-2-yl)-3,4-dihydropyrrolo[1,2-a]pyrazin-1(2H)-one